OCC(CCCC(OC1OCCCC1)C=1C=C(C=CC1)C(CC(=O)OCC)C)(C)C ethyl 3-(3-(6-hydroxy-5,5-dimethyl-1-((tetrahydro-2H-pyran-2-yl)oxy)hexyl)phenyl)butanoate